α-amino-3-hydroxy-5-methyl-4-isoxazolepropionic Acid NC(C(=O)O)CC=1C(=NOC1C)O